OC(C(C(=O)OCC(C)C)=C)C Isobutyl 3-hydroxy-2-methylenebutanoat